bis-hydroxyethyloxamide OCCNC(C(NCCO)=O)=O